C(C)(C)(C)OC(=O)N1C[C@@H](CCC1)NC1=NN=C(C2=CC=CC=C12)C1=C(C=C(C=C1)C(F)(F)F)OCOC (3R)-3-[[4-[2-(methoxymethoxy)-4-(trifluoromethyl)phenyl]phthalazin-1-yl]amino]piperidine-1-carboxylic acid tert-butyl ester